COC1=CC=C(C=N1)C1=CN=C2SC(=NN21)NCC2=CC=NC=C2 5-(6-methoxy-3-pyridyl)-N-(4-pyridylmethyl)imidazo[2,1-b][1,3,4]thiadiazol-2-amine